The molecule is a monocarboxylic acid amide derived from biotin. It has a role as a human metabolite. It is a monocarboxylic acid amide and a member of biotins. It derives from a biotin. C1[C@H]2[C@@H]([C@@H](S1)CCCCC(=O)N)NC(=O)N2